ClC1=CC=C(C=C1)C1=CC(=NC(=N1)C=1C=NN(C1)C)C(=O)N[C@@H](C)C=1C=NN(C1)C (S)-6-(4-chlorophenyl)-N-(1-(1-methyl-1H-pyrazol-4-yl)ethyl)-2-(1-methyl-1H-pyrazol-4-yl)pyrimidine-4-formamide